O.O.[Cs].[Cs] dicesium dihydrate